propyl (9Z)-tetradec-9-enoate C(CCCCCCC\C=C/CCCC)(=O)OCCC